C(C1=CC=CC=C1)N1C[C@H](OC(C1)(C)C)C=1C(=C2COC(C2=CC1)=O)C (R)-5-(4-benzyl-6,6-dimethylmorpholin-2-yl)-4-methyl-isobenzofuran-1(3H)-one